NC1=CC=C(C(=C1N1C[C@@H](CCC1)CNC(OC(C)(C)C)=O)C(F)(F)F)OC1=CC=CC=C1 tert-butyl ({(3S)-1-[6-amino-3-phenoxy-2-(trifluoromethyl)phenyl]piperidin-3-yl}methyl)carbamate